FC([C@@]1(CN(CC1)C=1N=NC(=C2C1N=CC=C2)C2=C(C=C(C=C2)C(F)(F)F)O)O)F |r| (R and S)-3-(difluoromethyl)-1-(5-(2-hydroxy-4-(trifluoromethyl)phenyl)pyrido[2,3-d]pyridazin-8-yl)pyrrolidin-3-ol